ClC=1C=C(C(=NC1F)N1N=CC(=C(C1=O)C)C(F)(F)F)F 2-(5-chloro-3,6-difluoro-2-pyridinyl)-4-methyl-5-(trifluoromethyl)pyridazin-3-one